(trans-4-(4-chlorophenyl)-2,4-dimethyl-4,5-dihydrooxazol-5-yl)(naphthalen-2-yl)methanone ClC1=CC=C(C=C1)[C@@]1(N=C(O[C@H]1C(=O)C1=CC2=CC=CC=C2C=C1)C)C